C1(CC1)C1=C(OC2=CC=C(C=C2)NC(OCC=2C(=C3C(N(CC3=CC2)C2C(NC(CC2)=O)=O)=O)OC)=O)C=CC=C1 [2-(2,6-dioxopiperidin-3-yl)-4-methoxy-3-oxo-2,3-dihydro-1H-isoindol-5-yl]methyl N-[4-(2-cyclopropylphenoxy)phenyl]carbamate